(R,E)-3-(5-(3-chloro-5-(methylsulfonyl)phenyl)-1H-pyrrolo[2,3-b]pyridin-3-yl)-N-(1-(3,4-dimethoxyphenyl)ethyl)acrylamide ClC=1C=C(C=C(C1)S(=O)(=O)C)C=1C=C2C(=NC1)NC=C2/C=C/C(=O)N[C@H](C)C2=CC(=C(C=C2)OC)OC